2-amino-4-[4-(2-hydroxypropoxy)phenyl]-6-(3-pyridylmethylsulfanyl)pyridine-3,5-dicarbonitrile NC1=NC(=C(C(=C1C#N)C1=CC=C(C=C1)OCC(C)O)C#N)SCC=1C=NC=CC1